FC1=CC=C(CC=2C=C(CC3=C(C=C(OCP(=O)(OC4=CC=CC=C4)N[C@@H](C)C(=O)OC(CC)CC)C=C3C)C)C=CC2O)C=C1 pentan-3-yl (((4-(3-(4-fluorobenzyl)-4-hydroxybenzyl)-3,5-dimethylphenoxy)methyl)(phenoxy)phosphoryl)-L-alaninate